4-(3-((2-((2-(4-methylpiperazin-1-yl)oxazol-4-yl)amino)-5-(trifluoromethyl)pyrimidin-4-yl)amino)propyl)-1,4-oxazepan-3-one CN1CCN(CC1)C=1OC=C(N1)NC1=NC=C(C(=N1)NCCCN1C(COCCC1)=O)C(F)(F)F